FC1=C(C=C(C=C1C[C@@H]1N(CC2(CC2)[C@@H]1NS(=O)(=O)C)C(=O)[C@@H]1OCC1)F)C1=C(C(=C(C(=C1[2H])[2H])[2H])[2H])[2H] N-((6S,7S)-6-((2,5-difluoro-[1,1'-biphenyl]-3-yl-2',3',4',5',6'-d5)methyl)-5-((R)-oxetane-2-carbonyl)-5-azaspiro[2.4]heptan-7-yl)methanesulfonamide